(S)-2-((3-(2-(4-chlorophenyl)-2-hydroxyethyl)-1,2,4-oxadiazol-5-yl)methyl)-5-(2-hydroxyethyl)-4-methylpyridazin-3(2H)-one ClC1=CC=C(C=C1)[C@H](CC1=NOC(=N1)CN1N=CC(=C(C1=O)C)CCO)O